9,10,14-trihydroxyhexadecanoic acid OC(CCCCCCCC(=O)O)C(CCCC(CC)O)O